C[C@@H]1[C@H](N(CC1)C(NC1=CC=C(C=C1)C(C)C)=O)C(=O)NC1=CC=C(C=C1)C1=CC=C(C=C1)C(=O)O 4'-{[(3S)-3-Methyl-1-{[4-(propan-2-yl)phenyl]carbamoyl}-L-prolyl]amino}[1,1'-biphenyl]-4-carboxylic acid